tert-butyl 1-(2,6-dimethylpyridin-3-yl)-1H-1,2,3-triazole-4-carboxylate CC1=NC(=CC=C1N1N=NC(=C1)C(=O)OC(C)(C)C)C